FC(C1=CC=C(C=C1)C1=CC2(CN(C2)C(=O)OC(C)(C)C)C1)(F)F tert-butyl 6-(4-(trifluoromethyl)phenyl)-2-azaspiro[3.3]hept-5-ene-2-carboxylate